(1R)-1-[3-(2-methoxyethoxy)-5-(1-methylpyrazol-4-yl)phenyl]ethylamine hydrochloride Cl.COCCOC=1C=C(C=C(C1)C=1C=NN(C1)C)[C@@H](C)N